C(C)C=1C=NN2C1N=C(C=C2NCC=2C=NC(=CC2)OCCOCCOCCOCCOCCOC2CCNCC2)N2[C@@H](CCCC2)CCO 2-[(2S)-1-[3-ethyl-7-[[6-[2-[2-[2-[2-[2-(4-piperidyloxy)ethoxy]ethoxy]ethoxy]ethoxy]ethoxy]-3-pyridyl]methylamino]pyrazolo[1,5-a]pyrimidin-5-yl]-2-piperidyl]ethanol